tert-butylimino-cyclopentadienyl-bis(dimethylamino)niobium (V) C(C)(C)(C)N=[Nb](N(C)C)(N(C)C)C1C=CC=C1